FC1(CN(C1)C)CNC=1C(=CN(C(C1)=O)C1CCOCC1)C(=O)N[C@H](C)C1=C(C(=CC=C1)C(F)(F)F)C (R)-4-(((3-fluoro-1-methylazetidin-3-yl)methyl)amino)-N-(1-(2-methyl-3-(trifluoromethyl)phenyl)ethyl)-6-oxo-1-(tetrahydro-2H-pyran-4-yl)-1,6-dihydropyridine-3-carboxamide